NC1=NC(=C(C=C1/N=N/C1=CC=C(C=C1)O)OCC1=CC=C(C=C1)OC)N (E)-4-((2,6-diamino-5-((4-methoxybenzyl)oxy)pyridin-3-yl)diazenyl)phenol